FC1=C(COC2=CC=C(C=C2)[C@H]2[C@@H](C2)N[C@@H]2CC[C@@H](CC2)N)C=CC=C1 (cis)-N1-((1R,2S)-2-(4-((2-fluorobenzyl)oxy)phenyl)cyclopropyl)cyclohexane-1,4-diamine